N1(CCCC1)C(C)C1=CC=C(C=C1)B(O)O [4-(1-pyrrolidin-1-ylethyl)phenyl]boronic acid